5-amino-2-methyl-2-(1-methyl-6-nitro-1H-indazol-3-yl)-5-oxopentanoic acid NC(CCC(C(=O)O)(C1=NN(C2=CC(=CC=C12)[N+](=O)[O-])C)C)=O